(4-(methylsulfonyl)phenyl)-N-(pyridin-3-ylmethyl)-2-(4-(trifluoromethyl)phenyl)oxazole-4-carboxamide CS(=O)(=O)C1=CC=C(C=C1)C1=C(N=C(O1)C1=CC=C(C=C1)C(F)(F)F)C(=O)NCC=1C=NC=CC1